tert-butyl (7-(trifluoromethyl)benzo[d]thiazol-4-yl)carbamate FC(C1=CC=C(C=2N=CSC21)NC(OC(C)(C)C)=O)(F)F